(5S,8S)-5-fluoro-8-methoxy-N-(2,3,4-trifluorobenzyl)-5,6,7,8-tetrahydroquinoline-5-carboxamide F[C@@]1(C=2C=CC=NC2[C@H](CC1)OC)C(=O)NCC1=C(C(=C(C=C1)F)F)F